(RS)-2-(3,5-DICHLOROPHENYL)-2-(2,2,2-TRICHLOROETHYL)OXIRANE C1C(O1)(CC(Cl)(Cl)Cl)C2=CC(=CC(=C2)Cl)Cl